Cl.FC=1C=C(CNS(=O)(=O)N)C=C(C1C1=CC=NC=2NC(C=CC12)=O)F N-(3,5-difluoro-4-(7-oxo-7,8-dihydro-1,8-naphthyridin-4-yl)benzyl)sulfamide hydrochloride